2,3-diisobutyl-2,3-dimethyl-butanedinitrile C(C(C)C)C(C#N)(C(C#N)(C)CC(C)C)C